NC=1C(=NC(=C(N1)N1N=CC=N1)C=1C=CC=2N(C1)C=CN2)C(=O)NCC2=NC=CC=C2F 3-amino-N-[(3-fluoropyridin-2-yl)methyl]-6-[imidazo[1,2-a]pyridin-6-yl]-5-(2H-1,2,3-triazol-2-yl)pyrazine-2-carboxamide